4H-thieno[3,2-b]Pyrrole-2-carbaldehyde S1C(=CC=2NC=CC21)C=O